Isopropyl (Z)-3-Iodoacrylate I\C=C/C(=O)OC(C)C